CN1CCN(CC1)C1=CC=C(C=C1)NC1=NC=CC(=N1)N1OCCC1C1=CC(=CC=C1)OC1=CC=CC=C1 N-(4-(4-methylpiperazin-1-yl)phenyl)-4-(3-(3-phenoxyphenyl)isoxazolidin-2-yl)pyrimidin-2-amine